isopropyltin C(C)(C)[Sn]